4-((3-cyano-2-methoxyphenyl)amino)-6-(cyclopropanecarboxamido)-N-(methyl-d3)pyridazine-3-carboxamide C(#N)C=1C(=C(C=CC1)NC1=C(N=NC(=C1)NC(=O)C1CC1)C(=O)NC([2H])([2H])[2H])OC